C1([C@H](O)[C@H](O)[C@H](O1)CO)N D-ribosylamine